6-((4-hydroxy-1-(3-phenylbutyryl)piperidin-4-yl)methyl)-3-(2-(methylamino)-2,3-dihydro-1H-inden-5-yl)isothiazolo[4,3-d]pyrimidin-7(6H)-one OC1(CCN(CC1)C(CC(C)C1=CC=CC=C1)=O)CN1C=NC=2C(C1=O)=NSC2C=2C=C1CC(CC1=CC2)NC